3-{4-[(2-hydroxyethyl)(propan-2-yl)sulfamoyl]phenyl}-1-(pyridin-3-ylmethyl)urea OCCN(S(=O)(=O)C1=CC=C(C=C1)NC(NCC=1C=NC=CC1)=O)C(C)C